CC1=CC=C2C=C(C(N(C2=N1)CC1=NC=CC=C1C(F)(F)F)=O)C1CCN(CC1)C(=O)OC(C)(C)C tert-butyl 4-(7-methyl-2-oxo-1-((3-(trifluoromethyl)pyridin-2-yl)methyl)-1,2-dihydro-1,8-naphthyridin-3-yl)piperidine-1-carboxylate